(S)-1-((S)-2-acryloyl-5,5-difluoro-8-methyl-2,7-diazaspiro[3.5]nonan-7-yl)-5,5-dichloro-2-phenylpent-4-en-1-one C(C=C)(=O)N1CC2(C1)C(CN([C@H](C2)C)C([C@@H](CC=C(Cl)Cl)C2=CC=CC=C2)=O)(F)F